O1C(CCC1)=O dihydro-2(3h)-furanone